5-(((4-(3-chloro-4-(2-chloro-3-((3-fluoro-4-(((1-(2-methoxyacetyl)piperidin-4-yl)amino)methyl)pyridin-2-yl)amino)phenyl)pyridin-2-yl)-2-methoxybenzyl)amino)methyl)pyrrolidin-2-one ClC=1C(=NC=CC1C1=C(C(=CC=C1)NC1=NC=CC(=C1F)CNC1CCN(CC1)C(COC)=O)Cl)C1=CC(=C(CNCC2CCC(N2)=O)C=C1)OC